C(C)(C)C1=C(C=CC=C1)C1=NN2C(C=N1)=CC=C2CC2=CC=C(C=C2)C=2N(C=C(N2)C(F)(F)F)C 2-(2-isopropylphenyl)-7-(4-(1-methyl-4-(trifluoromethyl)-1H-imidazol-2-yl)benzyl)pyrrolo[2,1-f][1,2,4]triazine